C(C)(C)(C)OC(=O)N[C@H](C(=O)O)CCNCC1=CC=C(C=C1)C(F)(F)F (S)-2-((tert-Butoxyformyl)amino)-4-((4-(trifluoromethyl)benzyl)amino)butanoic acid